C(C(=C)C)(=O)C1=C(C=CC=C1)O methacryloylphenol